(R or S)-N-((R)-((R)-7-(1-methyl-1H-pyrazol-4-yl)-1,2,3,4-tetrahydropyrido[2,3-b]pyrazin-3-yl)(phenyl)methyl)-2-(4-(methylsulfonyl)phenyl)propan-1-amine CN1N=CC(=C1)C1=CC2=C(N[C@H](CN2)[C@H](NC[C@H](C)C2=CC=C(C=C2)S(=O)(=O)C)C2=CC=CC=C2)N=C1 |o1:17|